OC(C)(C)C1=NC2=CC=CC=C2C(N1)=O 2-(2-hydroxy-propan-2-yl)quinazolin-4(3H)-one